ethyl 5-(((1R)-1-((2R)-2-(((tert-butoxycarbonyl)amino)methyl)-5-fluoro-2-methyl-2,3-dihydrobenzofuran-7-yl)ethyl)amino)pyrazolo[1,5-a]pyrimidine-3-carboxylate C(C)(C)(C)OC(=O)NC[C@@]1(OC2=C(C1)C=C(C=C2[C@@H](C)NC2=NC=1N(C=C2)N=CC1C(=O)OCC)F)C